tert-butyl 4-(2-morpholino-4-(pyridin-3-ylmethoxy)-5H-pyrrolo[2,3-d]pyrimidin-7(6H)-yl)piperidine-1-carboxylate O1CCN(CC1)C=1N=C(C2=C(N1)N(CC2)C2CCN(CC2)C(=O)OC(C)(C)C)OCC=2C=NC=CC2